FC(C1=NN=C(S1)N1N=CC2=C(C=C(C=C12)S(=O)(=O)NC1(CC1)C)F)F 1-(5-(Difluoromethyl)-1,3,4-thiadiazol-2-yl)-4-fluoro-N-(1-methylcyclopropyl)-1H-indazole-6-sulfonamide